1-(5-isoquinolinyl-sulfonyl)homopiperazine C1=NC=CC2=C(C=CC=C12)S(=O)(=O)N1CCNCCC1